C(#N)C1=CC(=C(C=C1)C1=CC=C(C=C1)CCNCCC(=O)O)OC1=NC(=NC(=C1)N1CCOCC1)C 3-[2-[4-[4-cyano-2-(2-methyl-6-morpholin-4-ylpyrimidin-4-yl)oxyphenyl]phenyl]ethylamino]propanoic acid